C(N)(=O)C1=C(C=CC=C1)C1=C2CN(CC2=CC(=C1)C#N)C(=O)OC(C)(C)C tert-butyl 4-(2-carbamoylphenyl)-6-cyanoisoindoline-2-carboxylate